α-Isophorone CC1=CC(=O)CC(C1)(C)C